(R)-3-(((5-Phenylthiazol-2-yl)amino)methyl)pyrrolidin-1-carbonitril C1(=CC=CC=C1)C1=CN=C(S1)NC[C@@H]1CN(CC1)C#N